C(C)(C)(C)OC(=O)N1CCC(=CC1)C1=C2CCN[C@@H](C2=CC=C1)C(NC1=CC=C(C=C1)C(=O)OC(C)(C)C)=O (S)-4-(1-((4-(tert-butoxycarbonyl)phenyl)carbamoyl)-1,2,3,4-tetrahydroisoquinolin-5-yl)-3,6-dihydropyridine-1(2H)-carboxylic acid tert-butyl ester